C(C)NC=1C=C(C(=C(C1)C1=CC=CC=C1)C1=NN=CN1C)N1C(C2=CC=CC(=C2C1)C(F)(F)F)=O 2-[5-(Ethylamino)-2-(4-methyl-1,2,4-triazol-3-yl)-[1,1-biphenyl]-3-yl]-4-(trifluoromethyl)-3H-isoindol-1-one